NCCNCCNCCNCCNCCNCCN hexaethylene-heptamine